CC1(O[C@@H]2[C@@H]([C@H]([C@H]3OC[C@@]2(O3)COCCCCC(=O)O)NC3=NC(=CC=C3)C(F)(F)F)O1)C 5-(((3aR,4S,7S,8R,8aR)-2,2-dimethyl-8-((6-(trifluoromethyl)pyridin-2-yl)amino)tetrahydro-4,7-epoxy[1,3]dioxolo[4,5-d]oxepin-4(5H)-yl)methoxy)pentanoic acid